C(CCCCCCC)(=O)OC(CN(CC(CCCCCCCC)OC(CCCCCCC)=O)CC)CCCCCCCC (ethylazanediyl)bis(decane-1,2-diyl) dioctanoate